tripentaerythritol methacrylate C(C(=C)C)(=O)O.OCC(CO)(COCC(CO)(COCC(CO)(CO)CO)CO)CO